5-formyl-N,N,2,4-tetramethyl-1H-pyrrole-3-carboxamide CC1=C(NC(=C1C(=O)N(C)C)C)C=O